NC([C@H](CCC(=O)OC(C)(C)C)N1C(C2=CC=C(C=C2C1)O[C@@H]1CNCC1)=O)=O tert-butyl (S)-5-amino-5-oxo-4-(1-oxo-5-(((S)-pyrrolidin-3-yl)oxy)isoindolin-2-yl)pentaneate